FC(C1=C(C=CC(=C1)C(F)(F)F)C1/C(/C2=CC=C(C=C2CC1)F)=N/O)(F)F [(1Z)-2-[2,4-bis(trifluoromethyl)phenyl]-6-fluoro-1,2,3,4-tetrahydro-1-naphthylidene]hydroxylamine